CCCCCCCCCCCCCCCCCCCCCCC/C=C/C(=O)SCCNC(=O)CCNC(=O)[C@@H](C(C)(C)COP(=O)([O-])OP(=O)([O-])OC[C@@H]1[C@H]([C@H]([C@@H](O1)N2C=NC3=C(N=CN=C32)N)O)OP(=O)([O-])[O-])O The molecule is an acyl-CoA(4-) obtained by deprotonation of the phosphate and diphosphate OH groups of trans-2-hexacosenoyl-CoA. It is a monounsaturated fatty acyl-CoA(4-) and a 2,3-trans-enoyl CoA(4-). It is a conjugate base of a trans-2-hexacosenoyl-CoA.